C(CCCC=CCCCCCCCCCCCC=CCCCCC)N tetracosa-5,18-dien-1-amine